FC1(CCN(CC1)CC=1C=C(C#N)C=C(C1)C)F 3-((4,4-difluoropiperidin-1-yl)methyl)-5-methylbenzonitrile